di-p-tolylmethylenecyclopentadienyl-(2,7-di-tert-butyl-fluorenyl)zirconium dichloride [Cl-].[Cl-].C1(=CC=C(C=C1)C(C1=CC=C(C=C1)C)=[Zr+2](C1=C(C=CC=2C3=CC=C(C=C3CC12)C(C)(C)C)C(C)(C)C)C1C=CC=C1)C